ethyl 5-(3-tert-butoxy-3-oxopropyl)-6-({[tert-butyl(dimethyl)silyl]oxy}methyl)pyridine-2-carboxylate C(C)(C)(C)OC(CCC=1C=CC(=NC1CO[Si](C)(C)C(C)(C)C)C(=O)OCC)=O